C12(CC3CC(CC(C1)C3)C2)CN2C[C@@H]3[C@H](C2)CC(C3)NC3=NC=C(C=C3)C=3C(=NN(C3)C)C (3aR,5s,6aS)-2-(1-adamantylmethyl)-N-[5-(1,3-dimethylpyrazol-4-yl)-2-pyridyl]-3,3a,4,5,6,6a-hexahydro-1H-cyclopenta[c]pyrrol-5-amine